2-Bromo-2-nitro-propane-1,3-diol BrC(CO)(CO)[N+](=O)[O-]